racemic-N-(7-amino-1-(2,6-difluorophenoxy)-2-oxohept-3-yl)cyclopentanecarboxamide ethyl-6-cyano-1-(phenylsulfonyl)-1H-indole-2-carboxylate C(C)OC(=O)C=1N(C2=CC(=CC=C2C1)C#N)S(=O)(=O)C1=CC=CC=C1.NCCCC[C@H](C(COC1=C(C=CC=C1F)F)=O)NC(=O)C1CCCC1 |r|